(1s,2s)-2-fluoro-N-(6-(6-fluoro-4-methylpyridin-3-yl)benzo[d]thiazol-2-yl)cyclopropane-1-carboxamide F[C@@H]1[C@@H](C1)C(=O)NC=1SC2=C(N1)C=CC(=C2)C=2C=NC(=CC2C)F